[Cl-].[Cl-].C1(=CC=CC=C1)C(=[Hf+2](C1C2=CC(=CC=C2C=2C=CC(=CC12)C(C)(C)C)C(C)(C)C)C1C=CC=C1)CCC=C (phenyl)(but-3-en-1-yl)methylene(cyclopentadienyl)(2,7-di-tert-butylfluoren-9-yl)hafnium dichloride